C1(CC1)C=1C=C(C=CC1OC)C(C)NC(\C=C\C1=CNC2=NC=C(C=C21)C=2C=NN(C2)C)=O (E)-N-(1-(3-cyclopropyl-4-methoxyphenyl)ethyl)-3-(5-(1-methyl-1H-pyrazol-4-yl)-1H-pyrrolo[2,3-b]pyridin-3-yl)acrylamide